N1,N3-bis(2-ethylhexyl)-4-methylcyclohexane-1,3-diamine C(C)C(CNC1CC(C(CC1)C)NCC(CCCC)CC)CCCC